C(#N)C1=C(OC2=CC=C(C=C2)N2N=C3C(NCC[C@H]3N3CCN(CC3)S(=O)(=O)C3=C(C=CC=C3)[N+](=O)[O-])=C2C(=O)N)C=CC=C1 (7R)-2-[4-(2-cyanophenoxy)phenyl]-7-[4-(2-nitrobenzene-1-sulfonyl)piperazin-1-yl]-4,5,6,7-tetrahydro-2H-pyrazolo[4,3-b]pyridine-3-carboxamide